8-(2,4-Dichlorophenyl)-9-(4-((1-(3-fluoropropyl)azetidin-3-yl)methyl)-3-methylphenyl)-6,7-dihydro-5H-benzo[7]annulen ClC1=C(C=CC(=C1)Cl)C=1CCCC2=C(C1C1=CC(=C(C=C1)CC1CN(C1)CCCF)C)C=CC=C2